NC1=CC=C(CCP(C)(C)=O)C=C1 (4-aminophenethyl)dimethylphosphine oxide